ClC1=NC=C(C(=N1)N1CSCC1)C(F)(F)F 3-[2-chloro-5-(trifluoromethyl)pyrimidin-4-yl]thiazolidine